O1[C@H](C1)C1OCC(CO1)N1C(C2=CC=CC=C2C1=O)=O 2-((2r,5S)-2-((S)-oxiran-2-yl)-1,3-dioxan-5-yl)isoindoline-1,3-dione